FC(CC1(CNCCC1)NC(OC(C)(C)C)=O)F tert-butyl (3-(2,2-difluoroethyl)piperidin-3-yl)carbamate